C[C@H]1CCC(NC1)C=1C=CC2=C(N=C(S2)C2CCOCC2)C1 5-[(5S)-5-methyl-2-piperidyl]-2-tetrahydropyran-4-yl-1,3-benzothiazole